NC1=NC(=NC=C1F)N1C[C@@H]2[C@H](C1)CC(C2)C(=O)N2N=CC[C@H]2C2=CC=CC=C2 ((3aR,5S,6aS)-2-(4-amino-5-fluoropyrimidin-2-yl)octahydrocyclopenta[c]pyrrol-5-yl)((S)-5-phenyl-4,5-dihydro-1H-pyrazol-1-yl)methanone